BrC=1C(=NC(=NC1)NC1=C(C=C(C(=C1)C=1C=NN(C1)C)N1CCC(CC1)N1CCNCC1)OC1CCC1)NC=1C(=C2N=CC=NC2=CC1)P(C)(C)=O (6-((5-bromo-2-((2-cyclobutyloxy-5-(1-methyl-1H-pyrazol-4-yl)-4-(4-(piperazin-1-yl)piperidin-1-yl)phenyl)amino)pyrimidin-4-yl)amino)quinoxaline-5-yl)dimethylphosphine oxide